2-((6-((cis)-2,6-dimethylmorpholino)pyridin-2-yl)amino)-1,6-naphthyridin C[C@@H]1O[C@@H](CN(C1)C1=CC=CC(=N1)NC1=NC2=CC=NC=C2C=C1)C